4-(4-hydroxy-4-methylpentyl)cyclohex-3-ene-1-carbaldehyde OC(CCCC1=CCC(CC1)C=O)(C)C